5,7-Difluoroquinoline-3-carboxylic acid lithium salt [Li+].FC1=C2C=C(C=NC2=CC(=C1)F)C(=O)[O-]